praseodymium strontium manganite [Mn](=O)([O-])[O-].[Sr+2].[Pr+3]